[Se](C#N)C(C(=O)N)CCCCCCCCC selenocyanoundecanamide